3-(4-(7-fluoro-3-methoxydibenzo[b,f][1,4]oxazepin-11-yl)piperazin-1-yl)-2,2-dimethylpropionic acid FC=1C=CC2=C(OC3=C(C(=N2)N2CCN(CC2)CC(C(=O)O)(C)C)C=CC(=C3)OC)C1